tert-butyl 3-(((5-amino-1,3,4-thiadiazol-2-yl)oxy)methyl)azetidine-1-carboxylate NC1=NN=C(S1)OCC1CN(C1)C(=O)OC(C)(C)C